N-[3-(2-furyl)acryloyl]-L-phenylalanyl-glycylglycine ethyl ester C(C)OC(CNC(CNC([C@@H](NC(C=CC=1OC=CC1)=O)CC1=CC=CC=C1)=O)=O)=O